COC1=C(C=CC(=C1)OC)C1=CC(=NN1)CO 5-(2',4'-dimethoxy-phenyl)-1H-pyrazole-3-methanol